5-(4-chloro-2-fluoro-phenyl)-2,3-dimethyl-7-((2S)-2-(4-pyridin-yl)-4-morpholinyl)-pyrido[4,3-d]pyrimidin-4(3H)-one ClC1=CC(=C(C=C1)C1=NC(=CC=2N=C(N(C(C21)=O)C)C)N2C[C@@H](OCC2)C2=CC=NC=C2)F